NC1=C(SC2=NC(=CC=C21)C)C(=O)NC2CC=1C=CC(=NC1CC2)N2CC1(OC3(CC3)CO1)C(C2)N 3-amino-N-(2-{9-amino-4,10-dioxa-7-azadispiro[2.1.45.23]undecan-7-yl}-5,6,7,8-tetrahydroquinolin-6-yl)-6-methylthieno[2,3-b]pyridine-2-carboxamide